4-chloro-6-[4-(4-dibenzofuranyl)phenyl]-2-phenylpyrimidine ClC1=NC(=NC(=C1)C1=CC=C(C=C1)C1=CC=CC2=C1OC1=C2C=CC=C1)C1=CC=CC=C1